(16C1)format [16CH](=O)[O-]